[Na+].C1(=CC=CC=C1)NC1=CC=C2C=CC(=CC2=C1)S(=O)(=O)[O-] 7-(phenylamino)-2-naphthalenesulfonic acid, sodium salt